N[C@@H](CN1C(C=2C=C3C(=CC2CC1)N(C(=N3)C3=CC1=C(NC(C=C1)=O)N3CC3CC3)C)=O)C (R)-6-(2-aminopropyl)-2-(1-(cyclopropylmethyl)-6-oxo-6,7-dihydro-1H-pyrrolo[2,3-b]pyridin-2-yl)-1-methyl-1,6,7,8-tetrahydro-5H-imidazo[4,5-g]isoquinolin-5-one